C1(CC1)CCCOC=1C=C(C=CC1OC)N1C(NC(CC1)C)=O 3-(3-(3-cyclopropylpropoxy)-4-methoxyphenyl)-6-methyl-2-oxotetrahydropyrimidin